S1C(=NC2=C1C=CC=C2)S(=O)(=O)CC(=O)NCCN2N=C(C=CC2=O)C2=C(N=C(S2)C)C 2-(1,3-benzothiazol-2-ylsulfonyl)-N-[2-[3-(2,4-dimethyl-1,3-thiazol-5-yl)-6-oxopyridazin-1-yl]ethyl]acetamide